tert-butyl (2S,4S)-2-(2-(hex-5-en-1-yloxy)-4-(methoxycarbonyl)phenyl)-4-hydroxypiperidine-1-carboxylate C(CCCC=C)OC1=C(C=CC(=C1)C(=O)OC)[C@H]1N(CC[C@@H](C1)O)C(=O)OC(C)(C)C